(S)-3-(tert-butoxy)-2-(nicotinamido)-propionic acid tert-butyl ester C(C)(C)(C)OC([C@H](COC(C)(C)C)NC(C1=CN=CC=C1)=O)=O